ClC=1C=C(C=2N(N1)C(=CN2)F)[C@@H]2[C@H](C2)C2=C(C=C(C=C2)F)F 6-chloro-8-[(1S,2S)-2-(2,4-difluorophenyl)cyclopropyl]-3-fluoro-imidazo[1,2-b]pyridazine